4-(3-fluoro-4-(5-methoxy-3-(trifluoromethyl)-1H-pyrazol-1-yl)benzyl)-2-(1-isopropyl-4-methyl-1H-pyrazol-5-yl)-6,7-dihydropyrazolo[1,5-a]pyrimidin-5(4H)-one FC=1C=C(CN2C=3N(CCC2=O)N=C(C3)C3=C(C=NN3C(C)C)C)C=CC1N1N=C(C=C1OC)C(F)(F)F